diisopropyldiselenide C(C)(C)[SeH-](=[Se])C(C)C